Cl.O1C=CC2=C1C=CC(=C2)C[C@@H](C)NC (R)-1-(benzofuran-5-yl)-N-methylpropan-2-amine hydrochloride